N-[3-(6-aminopyridin-3-yl)-1-[[2-(trimethylsilyl)ethoxy]methyl]pyrrolo[2,3-b]pyridin-6-yl]cyclopropanecarboxamide NC1=CC=C(C=N1)C1=CN(C2=NC(=CC=C21)NC(=O)C2CC2)COCC[Si](C)(C)C